O=C1NC(CCC1N1C(C2=CC=CC(=C2C1=O)N[C@@H]1C[C@H](C1)NC(OC(C)(C)C)=O)=O)=O tert-butyl N-[(trans)-3-{[2-(2,6-dioxopiperidin-3-yl)-1,3-dioxo-2,3-dihydro-1H-isoindol-4-yl]amino}cyclobutyl]carbamate